tert-butyl (3R,4R)-4-phenyl-3-(8-quinolylcarbamoyl)piperidine-1-carboxylate C1(=CC=CC=C1)[C@H]1[C@H](CN(CC1)C(=O)OC(C)(C)C)C(NC=1C=CC=C2C=CC=NC12)=O